COC1CC(C1)N1C(C(=CC2=C1N=C(N=C2)S(=O)(=O)C)N2CCN(C1=C(C=CC=C21)C)C(=O)OC(C)(C)C)=O tert-butyl 4-[8-(3-methoxycyclobutyl)-2-methylsulfonyl-7-oxo-pyrido[2,3-d]pyrimidin-6-yl]-8-methyl-2,3-dihydroquinoxaline-1-carboxylate